2-{4-[(3S)-1-(tert-Butoxycarbonyl)piperidin-3-yl]Phenyl}-2H-indazole-7-carboxylic acid C(C)(C)(C)OC(=O)N1C[C@@H](CCC1)C1=CC=C(C=C1)N1N=C2C(=CC=CC2=C1)C(=O)O